ClC=1C=C(SC1)S1C[C@H](CN2C(N=C(C3=CC(=CC1=C23)C(F)(F)F)N2C[C@@H](N[C@@H](C2)C)C)=O)OC2=NC=CC=N2 (S)-l-1-(4-chlorothiophen-2-yl)-8-((3S,5R)-3,5-dimethylpiperazin-1-yl)-3-(pyrimidin-2-yloxy)-10-(trifluoromethyl)-3,4-dihydro-2H,6H-[1,4]thiazepino[2,3,4-ij]quinazolin-6-one